4-amino-4-(2-hydroxyethyl)piperidine-1-carboxylic acid tert-butyl ester C(C)(C)(C)OC(=O)N1CCC(CC1)(CCO)N